2-Aminoadamantane NC1C2CC3CC(CC1C3)C2